CC1CC(CCCCCCCCCCC(C1)=O)=O 3-METHYL-1,5-CYCLOPENTADECANEDION